1-tert-butoxycarbonyl-5-((6-acetylaminopyrimidin-4-yl)amino)-6-methoxy-1H-indazole methyl-3-(4-(3,4-dimethoxyphenyl)furan-2-yl)-3-oxopropanoate COC(CC(=O)C=1OC=C(C1)C1=CC(=C(C=C1)OC)OC)=O.C(C)(C)(C)OC(=O)N1N=CC2=CC(=C(C=C12)OC)NC1=NC=NC(=C1)NC(C)=O